Cl.FC(O[C@H]1CNCC1)(F)F (3R)-3-(trifluoromethoxy)pyrrolidine hydrochloride